F[C@H]1CN(CC[C@H]1OC([2H])([2H])[2H])C1=NC=CC(=N1)NC=1N=CC2=C(C=CC(=C2C1)C(C)C)N1CC(C1)CS(=O)(=O)C N-{2-[(3S,4R)-3-fluoro-4-(2H3)methoxy-piperidin-1-yl]pyrimidin-4-yl}-8-[3-(methane-sulfonylmethyl)azetidin-1-yl]-5-(propan-2-yl)isoquinolin-3-amine